trans-5-(3-(3-Bromo-5-(pentafluoro-λ6-sulfanyl)phenyl)-2,2-dichlorocyclopropane-1-carboxamido)-2-chloro-N-(2,4-difluorophenyl)benzamide BrC=1C=C(C=C(C1)S(F)(F)(F)(F)F)[C@@H]1C([C@H]1C(=O)NC=1C=CC(=C(C(=O)NC2=C(C=C(C=C2)F)F)C1)Cl)(Cl)Cl